CC1=C(OC(=C1)C)C(=O)NCC=1SC(=NN1)C1=CC=CC=C1 3,5-dimethyl-N-[(5-phenyl-1,3,4-thiadiazol-2-yl)methyl]furan-2-carboxamide